BrC1=CC=C(C=C1)P(=O)(C1=CC=C(C=C1)Br)C1OC2=CC=CC=C2C(C1)=O 2-(bis(4-bromophenyl)phosphoryl)-chroman-4-one